FC1=CC=C(C=C1)C1=NN2C(COCC2(C)C)=C1C1=C2C(=NC=C1)NN=C2 2-(4-Fluorophenyl)-7,7-dimethyl-3-(1H-pyrazolo[3,4-b]pyridin-4-yl)-4,6-dihydropyrazolo[5,1-c][1,4]oxazine